5-bromo-N-(2-(furan-2-yl)-5-((methylamino)methyl)phenyl)thiophene-2-sulfonamide BrC1=CC=C(S1)S(=O)(=O)NC1=C(C=CC(=C1)CNC)C=1OC=CC1